ClC1=CC=C(C=C1)C1=N[C@H](C=2N(C3=C1C(=C(S3)C)C)C(=NN2)C)CC(=O)NCCNC(OC(C)(C)C)=O tert-butyl (S)-(2-(2-(4-(4-chlorophenyl)-2,3,9-trimethyl-6H-thieno[3,2-f][1,2,4]triazolo[4,3-a][1,4]diazepin-6-yl)acetamido)ethyl)carbamate